FC1=CC(=NC=C1OC)C#CC1=C2C=C(N=CC2=C(N=C1)NC)NC(=O)C1CC1 N-(5-((4-fluoro-5-methoxypyridin-2-yl)ethynyl)-8-(methylamino)-2,7-naphthyridin-3-yl)cyclopropanecarboxamide